(S)-8'-(difluoromethoxy)-6',8-bis(trifluoromethyl)-3'h-spiro[chroman-4,2'-imidazo[1,2-a]pyridine] FC(OC=1C=2N(C=C(C1)C(F)(F)F)C[C@]1(N2)CCOC2=C(C=CC=C21)C(F)(F)F)F